(S)-(4-(4-fluoropyrazolo[1,5-a]pyridin-2-yl)-6,7-dihydro-1H-imidazo[4,5-c]pyridin-5(4H)-yl)(5-(2-methylpyridin-3-yl)-1,3,4-oxadiazol-2-yl)methanone FC=1C=2N(C=CC1)N=C(C2)[C@H]2N(CCC1=C2N=CN1)C(=O)C=1OC(=NN1)C=1C(=NC=CC1)C